C1(=CC=CC=C1)C=1N=CC(=NC1C1=CC=CC=C1)N1CC(CCC1)O 1-(5,6-diphenylpyrazin-2-yl)-3-piperidinol